COC(=O)C1=CC=CC(=N1)CNCCOCCN(CC(=O)OC(C)(C)C)CC(=O)OC(C)(C)C di-tert-butyl 2,2'-((2-(2-(((6-(methoxycarbonyl)pyridin-2-yl)methyl)amino)ethoxy)ethyl)azanediyl)diacetate